4-((2-(dimethylamino)-6-methoxy-7-(3-(pyrrolidin-1-yl)propoxy)quinazolin-4-yl)amino)tetrahydro-2H-thiopyran 1,1-dioxide CN(C1=NC2=CC(=C(C=C2C(=N1)NC1CCS(CC1)(=O)=O)OC)OCCCN1CCCC1)C